Cl.CC1N(CCNC1)C1=CC=NC=C1 2-methyl-1-(pyridin-4-yl)piperazine hydrochloride